1-(1-(6-methoxy-3,4-dihydro-2H-benzo[b][1,4]thiazin-7-yl)-6-(pyrazolo[1,5-a]pyrimidin-3-yl)-1H-pyrazolo[4,3-c]pyridin-3-yl)-3-methylimidazolidin-2-one COC1=CC2=C(SCCN2)C=C1N1N=C(C=2C=NC(=CC21)C=2C=NN1C2N=CC=C1)N1C(N(CC1)C)=O